butenyl-tri(trimethylsiloxy)silane C(=CCC)[Si](O[Si](C)(C)C)(O[Si](C)(C)C)O[Si](C)(C)C